N-(allyloxycarbonyl)proline C(C=C)OC(=O)N1[C@@H](CCC1)C(=O)O